N-[5-(1H-benzimidazol-2-yl)-1-methyl-pyrazol-3-yl]-6-(6-oxo-1,3,4,7,8,8a-hexahydropyrrolo[1,2-a]pyrazin-2-yl)pyridine-3-carboxamide N1C(=NC2=C1C=CC=C2)C2=CC(=NN2C)NC(=O)C=2C=NC(=CC2)N2CC1N(CC2)C(CC1)=O